6-(((6,6-difluorobicyclo[3.1.0]hexan-3-yl)amino)methyl)-2-(3-((1r,3r)-3-methoxy-1-(4-methyl-4H-1,2,4-triazol-3-yl)cyclobutyl)phenyl)-4-(trifluoromethyl)isoindolin-1-one FC1(C2CC(CC12)NCC1=CC(=C2CN(C(C2=C1)=O)C1=CC(=CC=C1)C1(CC(C1)OC)C1=NN=CN1C)C(F)(F)F)F